C1(CC1)C([C@@H](C(NC1=NN(C=C1)CC1C(NCC1)=O)=O)NC(OC(C)(C)C)=O)C1CC1 tert-butyl N-[(1S)-1-(dicyclopropylmethyl)-2-oxo-2-[[1-[(2-oxopyrrolidin-3-yl)methyl]pyrazol-3-yl]amino]ethyl]carbamate